(3R,5R)-3-chloro-8-(5-fluoro-1-methylpiperidin-3-yl)-4-methyl-5,6,7,8-tetrahydropyrido[2,3-c]pyridazine ClC1=C(C2=C(N=N1)N(CCC2)[C@H]2CN(C[C@@H](C2)F)C)C